((2R,3S,4R,5R)-5-(4-((S)-2-amino-3-methylbutanamido)pyrrolo[2,1-f][1,2,4]triazin-7-yl)-5-cyano-3,4-dihydroxytetrahydrofuran-2-yl)methyl L-valinate N[C@@H](C(C)C)C(=O)OC[C@H]1O[C@@]([C@@H]([C@@H]1O)O)(C#N)C1=CC=C2C(=NC=NN21)NC([C@H](C(C)C)N)=O